ClC1=C(C(=CC=2C(N3[C@@H](COC21)CN(CC3)C(=O)OC(C)(C)C)=O)F)C3=C(C=CC=C3OC)F tert-butyl (12aR)-10-chloro-8-fluoro-9-(2-fluoro-6-methoxyphenyl)-6-oxo-3,4,12,12a-tetrahydro-6H-pyrazino[2,1-c][1,4]benzooxazepine-2(1H)-carboxylate